BrC1=CC(=C(C=C1)CC=O)OC 2-(4-Bromo-2-methoxyphenyl)acetaldehyde